((R)-1-((S)-6-(2-cyano-4-methylpent-2-enamido)-2-((2S,3R)-3-hydroxy-2-isobutyrylaminobutylamino)hexanamido)-3-methylbutyl)boronic acid C(#N)C(C(=O)NCCCC[C@@H](C(=O)N[C@@H](CC(C)C)B(O)O)NC[C@@H]([C@@H](C)O)NC(C(C)C)=O)=CC(C)C